NC1=NC(N(C=N1)[C@H]1C[C@@H]([C@H](S1)CO[P@](=O)(OC1=CC=CC=C1)N[C@@H](C)C(=O)OC)O)=O METHYL ((S)-(((2R,3S,5R)-5-(4-AMINO-2-OXO-1,3,5-TRIAZIN-1(2H)-YL)-3-HYDROXYTETRAHYDROTHIOPHEN-2-YL)-METHOXY)(PHENOXY)-PHOSPHORYL)-L-ALANINATE